N,N-dipentyl-acetamide calcium nitrate [N+](=O)([O-])[O-].[Ca+2].C(CCCC)N(C(C)=O)CCCCC.[N+](=O)([O-])[O-]